5-Allyl-6-azaspiro[2.5]octane hydrochloride Cl.C(C=C)C1CC2(CC2)CCN1